2-amino-3-bromo-5-chloro-N-cyclopropyl-benzamide NC1=C(C(=O)NC2CC2)C=C(C=C1Br)Cl